N-(3-chloro-2-fluoro-phenyl)-6-nitro-7-(2-(3-(trideuteriomethyl)-pyrrolidin-3-yl)ethynyl)quinazolin-4-amine ClC=1C(=C(C=CC1)NC1=NC=NC2=CC(=C(C=C12)[N+](=O)[O-])C#CC1(CNCC1)C([2H])([2H])[2H])F